ClC1=C(C(=C(C=C1OC)OC)Cl)C=1C=C2C=NC=NC2=CC1 6-(2,6-dichloro-3,5-dimethoxyphenyl)quinazoline